FC1=C(C(=O)N(NC2=NC=C(C=C2)F)C(=O)N)C=CC(=C1)F (2,4-Difluorobenzoyl)-2-(5-fluoropyridin-2-yl)hydrazinecarboxamide